1-(chloromethyl)-4-fluoro-1,4-diazoniabiCyclo[2.2.2]octane ditetrafluoroborate [B-](F)(F)(F)F.[B-](F)(F)(F)F.C1C[N+]2(CC[N+]1(CC2)CCl)F